1-(8-(2-(4-fluoropiperidin-1-yl)-4-(trifluoromethyl)benzyl)-2,8-diazaspiro[4.5]decane-2-carbonyl)-1H-pyrazole-3-carboxylic acid FC1CCN(CC1)C1=C(CN2CCC3(CCN(C3)C(=O)N3N=C(C=C3)C(=O)O)CC2)C=CC(=C1)C(F)(F)F